[Si].C12CCC(=N1)C=C1CCC(=N1)C=C1CCC(=N1)C=C1CCC2N1 Corrin silicon